NC1=C(C=C(N=N1)C1=C(C=CC=C1)OC(=O)N1CCC(CC1)N1CCCCC1)N1N=CC(=C1)N1C(CNCC1)=O.CC(=C)C1=CC=CC=C1 α-methylstyrene [2-[6-amino-5-[4-(2-oxopiperazin-1-yl)pyrazol-1-yl]pyridazin-3-yl]phenyl]4-(1-piperidyl)piperidine-1-carboxylate